C(C)C1=C(C(=C(C(=O)O)C#N)C2=CC=CC=C2)C=CC=C1 ethyl-alpha-cyano-beta-phenyl-cinnamic acid